C(C)(C)(C)N(C(O)=O)C[C@@H]1OCCC2=C(C=CC=C12)C1=CC(=NC=C1)C(F)(F)F.ClC1=CC(=C(C=C1)N1N=C(C=C1)OCC=C(C(C(=O)NC)=NOC)C)F 5-{[1-(4-chloro-2-fluorophenyl)-1H-pyrazol-3-yl]oxy}-2-(methoxyimino)-N,3-dimethyl-pent-3-enamide tert-butyl-(R)-((5-(2-(trifluoromethyl)pyridin-4-yl)isochroman-1-yl)methyl)carbamate